3-(3-fluoro-2-oxoindol-3-yl)-quinolinone FC1(C(NC2=CC=CC=C12)=O)C=1C(NC2=CC=CC=C2C1)=O